(E)-Ethyl 3-(4-((E)-1-(1H-benzo[d][1,2,3]triazol-5-yl)-2-phenylbut-1-en-1-yl)phenyl)acrylate N1N=NC2=C1C=CC(=C2)\C(=C(/CC)\C2=CC=CC=C2)\C2=CC=C(C=C2)/C=C/C(=O)OCC